C(CCCCCCC)C1=CC=C(C=C1)CN1N=NC2=C1C=CC=C2 1-[(4-n-octylphenyl)methyl]-1H-benzotriazole